Diacetyloxyphenylpropenylsilan C(C)(=O)O[SiH](C=CCC1=CC=CC=C1)OC(C)=O